(1S,3R,4S)-2-((S)-2-chloro-9-hydroxy-9H-fluorene-9-carbonyl)-N-((R)-1-cyano-2-((R)-2-oxopiperidin-3-yl)ethyl)-5,5-difluoro-2-azabicyclo[2.2.2]octane-3-carboxamide ClC1=CC=2[C@@](C3=CC=CC=C3C2C=C1)(C(=O)N1[C@@H]2CC([C@H]([C@@H]1C(=O)N[C@H](C[C@@H]1C(NCCC1)=O)C#N)CC2)(F)F)O